4-((R)-4-acryloyl-3-methylpiperazin-1-yl)-8-fluoro-7-(5-methyl-1H-indazol-4-yl)-1-(((S)-1-methylpyrrolidin-2-yl)methyl)-2-oxo-6-vinyl-1,2-dihydroquinoline-3-carbonitrile C(C=C)(=O)N1[C@@H](CN(CC1)C1=C(C(N(C2=C(C(=C(C=C12)C=C)C1=C2C=NNC2=CC=C1C)F)C[C@H]1N(CCC1)C)=O)C#N)C